6-(2,4-Dimethoxybenzylamino)-4-(3-(3-fluorophenyl)-3,8-dimethyl-1,5-dioxo-1,2,3,5-tetrahydroimidazo[1,5-a]pyridin-6-ylamino)nicotinic acid ethyl ester C(C)OC(C1=CN=C(C=C1NC1=CC(=C2N(C1=O)C(NC2=O)(C)C2=CC(=CC=C2)F)C)NCC2=C(C=C(C=C2)OC)OC)=O